C1(CCC1)C=1SC=2CN(CCC2N1)C1=NC(=NC=C1C)NN [4-(2-cyclobutyl-6,7-dihydro-4H-[1,3]thiazolo[5,4-c]pyridin-5-yl)-5-methylpyrimidin-2-yl]hydrazine